8-Chloro-6-(4-ethylpyridin-3-yl)-N-(tetrahydrofuran-3-yl)cinnolin-3-amine ClC=1C=C(C=C2C=C(N=NC12)NC1COCC1)C=1C=NC=CC1CC